C(#N)C1=CC=C(C=C1)C=1C=NN(C1O)C1=CC=C(C=N1)NC(=O)C1CC1 N-(6-(4-(4-cyanophenyl)-5-hydroxy-1H-pyrazol-1-yl)pyridin-3-yl)cyclopropanecarboxamide